5-[2-chloro-4-(difluoromethoxy)-3-fluoro-phenyl]-N-[3-chloro-4-[4-(4-hydroxypiperidine-4-carbonyl)piperazine-1-carbonyl]phenyl]-1-methyl-imidazole-2-carboxamide formate C(=O)O.ClC1=C(C=CC(=C1F)OC(F)F)C1=CN=C(N1C)C(=O)NC1=CC(=C(C=C1)C(=O)N1CCN(CC1)C(=O)C1(CCNCC1)O)Cl